Imidazo[1,5-a]Pyridine-6-sulfonyl chloride C=1N=CN2C1C=CC(=C2)S(=O)(=O)Cl